1,3-dioxoisoindolin-2-yl 5-oxotetrahydrothiophene-2-carboxylate O=C1CCC(S1)C(=O)ON1C(C2=CC=CC=C2C1=O)=O